CC1=NOC(=C1C1=CC2=C(N(C(=N2)[C@@H]2CCC(N2C2=CC(=C(C=C2)OC)F)=O)C2CCC(CC2)(C)O)C=C1)C (S)-5-(5-(3,5-dimethylisoxazol-4-yl)-1-((1s,4R)-4-hydroxy-4-methylcyclohexyl)-1H-benzo[d]imidazol-2-yl)-1-(3-fluoro-4-methoxyphenyl)pyrrolidin-2-one